[2H]CC(=O)[O-] deuteroacetate